N-isopropyl-4-[4-(trifluoromethyl)phenyl]isoquinoline-7-carboxamide C(C)(C)NC(=O)C1=CC=C2C(=CN=CC2=C1)C1=CC=C(C=C1)C(F)(F)F